OC1=CC(=CC=2C(C3=CC=CC(=C3C(C12)=O)O)=O)CO 1,8-dihydroxy-3-(hydroxymethyl)-9,10-anthraquinone